[Al].[Y].[Tm] thulium yttrium-aluminium